FC=1C=C2CCC(C2=C(C1)OC)=O 5-fluoro-7-methoxy-2,3-dihydro-1H-inden-1-one